COC(=O)C1COCO1 [1,3]Dioxolane-5-carboxylic acid methyl ester